(5S)-5-{[(3R,4S)-3,4-Difluoropyrrolidin-1-yl]carbonyl}-2-{[2-(trifluoromethyl)-1,3-thiazol-4-yl]methyl}-5,6,7,8-tetrahydro[1,2,4]triazolo[4,3-a]pyridin-3(2H)-one F[C@@H]1CN(C[C@@H]1F)C(=O)[C@@H]1CCCC=2N1C(N(N2)CC=2N=C(SC2)C(F)(F)F)=O